N1CC(CCC1)CCO 2-(piperidin-3-yl)ethan-1-ol